OS(=O)(=O)C(F)(F)F.CN1C=NC=C1 N-methylimidazole triflate